ClC1=NC=C(C(=N1)NCC)I 2-Chloro-N-ethyl-5-iodopyrimidine-4-amine